1-(2-fluoro-4-methylsulfonylphenyl)methylamine FC1=C(C=CC(=C1)S(=O)(=O)C)CN